C1(CCCCC1)C=1N(C2=CC=CC=C2C1P(C(C)C)C(C)C)C 2-cyclohexyl-3-(diisopropylphosphino)-1-methyl-1H-indole